3-[4-[5-(7,8-dimethyl-[1,2,4]triazolo[1,5-a]pyridin-6-yl)-4-isopropyl-3-methyl-6H-thieno[2,3-b]pyrrol-2-yl]-1-piperidyl]pyrrolidin-2-one CC1=C(C=2N(C=C1C1=C(C3=C(N1)SC(=C3C)C3CCN(CC3)C3C(NCC3)=O)C(C)C)N=CN2)C